C1(CCC1)C(=O)N1CCN(CC1)CC1=CN=C2C=C(C(NC2=C1)=O)CC 7-((4-(cyclobutanecarbonyl)piperazin-1-yl)methyl)-3-ethyl-1,5-naphthyridin-2(1H)-one